[4,4'-bipyridin]-2-amine N1=C(C=C(C=C1)C1=CC=NC=C1)N